C(C)OC(=O)C1=C(N=C(N1COCC[Si](C)(C)C)C=O)C 2-formyl-4-methyl-1-((2-(trimethylsilyl)ethoxy)methyl)-1H-imidazole-5-carboxylic acid ethyl ester